(R)-N-(3-(2-((2-fluoro-3-(methylsulfonyl)phenyl)amino)-5-methyl-pyrimidin-4-yl)-1H-indol-7-yl)-3-methoxy-2-(4-methyl-1,4-diazepan-1-yl)propanamide FC1=C(C=CC=C1S(=O)(=O)C)NC1=NC=C(C(=N1)C1=CNC2=C(C=CC=C12)NC([C@@H](COC)N1CCN(CCC1)C)=O)C